3-bromo-1-(4-(trifluoromethoxy)phenyl)-1H-indazole-4-carboxylic acid methyl ester COC(=O)C=1C=2C(=NN(C2C=CC1)C1=CC=C(C=C1)OC(F)(F)F)Br